1-((2-(2-ethyl-1H-benzoimidazol-1-yl)-9-methyl-6-morpholinyl-9H-purin-8-yl)methyl)-4-methanesulfonylpiperazin-2-one C(C)C1=NC2=C(N1C1=NC(=C3N=C(N(C3=N1)C)CN1C(CN(CC1)S(=O)(=O)C)=O)N1CCOCC1)C=CC=C2